CN(CCCN1CN(CN(C1)CCCN(C)C)CCCN(C)C)C tris(3-(dimethylamino)propyl)-hexahydro-s-triazine